[Si](C)(C)(C(C)(C)C)OCC1CCC(CC1)C1=CC2=C(N(C(N2C)=O)C2C(NC(CC2)=O)=O)C=C1 3-[5-[4-[[Tert-butyl(dimethyl)silyl]oxymethyl]cyclohexyl]-3-methyl-2-oxo-benzimidazol-1-yl]piperidine-2,6-dione